(1S,3S,5S)-2-((4-(4-(tert-butyl)phenoxy)butanoyl)glycyl)-N-((4-carbamimidoylthiophen-2-yl)methyl)-5-methyl-2-azabicyclo[3.1.0]hexane-3-carboxamide C(C)(C)(C)C1=CC=C(OCCCC(=O)NCC(=O)N2[C@H]3C[C@]3(C[C@H]2C(=O)NCC=2SC=C(C2)C(N)=N)C)C=C1